COCCN1C=C(C2=NC(=CC=C21)/N=C/N(C)C)C=2C=NN(C2)C(F)(F)F (E)-N'-(1-(2-methoxyethyl)-3-(1-(trifluoromethyl)-1H-pyrazol-4-yl)-1H-pyrrolo[3,2-b]pyridin-5-yl)-N,N-dimethylformimidamide